NC=1C=C(C=CC1[N+](=O)[O-])CN1CCN(CC1)C(=O)OC(C)(C)C tert-Butyl 4-[(3-amino-4-nitrophenyl)methyl]piperazine-1-carboxylate